ClC=1C=C(C=CC1F)NC1=NC=NC2=CC(=C(C=C12)NC(C=CCN1CCC=CC1)=O)OC 4-(3,6-Dihydro-2H-pyridin-1-yl)-but-2-enoic acid [4-(3-chloro-4-fluoro-phenylamino)-7-methoxy-quinazolin-6-yl]amide